5'-formyl-1,3,3-trimethylspiro[indoline-2,3'-[3H]-naphtho[2,1-b][1,4]oxazine] C(=O)C1=CC2=CC=CC=C2C2=C1OC1(C=N2)N(C2=CC=CC=C2C1(C)C)C